[4-(6-Chloro-9-ethyl-1-methyl-9H-pyrido[3,4-b]indol-8-yl)-phenyl]-phenyl-methanol ClC=1C=C2C3=C(N(C2=C(C1)C1=CC=C(C=C1)C(O)C1=CC=CC=C1)CC)C(=NC=C3)C